COC(=O)[C@]1(NC[C@H](C1)F)CCCI (2S,4S)-4-fluoro-2-(3-iodopropyl)pyrrolidine-2-carboxylic acid methyl ester